CC1=C(C=NN1)C1=CC=C2C(=N1)SC(=N2)NC2=NC=CC(=C2)CN2C(CCC2)C 5-(5-methyl-1H-pyrazol-4-yl)-N-(4-((2-methyl-pyrrolidin-1-yl)methyl)-pyridin-2-yl)thiazolo-[5,4-b]pyridin-2-amine